N-(3,4-Dimethoxyphenyl)-6-morpholin-4-yl-N1-phenyl-[1,3,5]triazine-2,4-diamine COC=1C=C(C=CC1OC)NC1N(C(=NC(=N1)N)N1CCOCC1)C1=CC=CC=C1